(3-chloro-4-(4-(2-((1-hydroxycyclobutyl)methyl)pyridin-4-yl)thiophen-2-yl)phenyl)(4-hydroxypiperidin-1-yl)methanone ClC=1C=C(C=CC1C=1SC=C(C1)C1=CC(=NC=C1)CC1(CCC1)O)C(=O)N1CCC(CC1)O